FC1=CC2=C(C(=NO2)C2CCN(CC2)CCN2C(C=3N(CC2)C=NC3C)=O)C=C1 7-{2-[4-(6-fluoro-benzo[d]isoxazol-3-yl)-piperidin-1-yl]-ethyl}-1-methyl-6,7-dihydro-5H-imidazo[1,5-a]pyrazin-8-one